N-((1R,2S,4R)-bicyclo[2.2.1]heptan-2-yl)-4-(3-isopropyl-2-methyl-2H-pyrazolo[3,4-b]pyridin-5-yl)pyrimidin-2-amine TFA salt OC(=O)C(F)(F)F.[C@@H]12[C@H](C[C@H](CC1)C2)NC2=NC=CC(=N2)C2=CC=1C(N=C2)=NN(C1C(C)C)C